C(#N)C=1C(=C(C=CC1)B(O)O)C 3-Cyano-2-methylphenylboronic acid